5-(3-acetyl-2,6-difluoro-4-iodophenyl)-2-methylpyridazin-3(2H)-one C(C)(=O)C=1C(=C(C(=CC1I)F)C1=CC(N(N=C1)C)=O)F